CC1CN(CCN1)C1=C(C(=O)N)C=CC=C1 2-(3-methylpiperazin-1-yl)benzamide